CC1=C(C=CC=C1C1=C(C=CC=C1)C1=CC=CC=C1)C1=CC=CC=C1 2-methyl-biphenyl-3-yl-biphenyl